[2-chloro-3-(2-oxa-6-azaspiro[3.3]heptan-6-yl)phenyl]-[rac-(7R,9aR)-7-(4-chlorophenyl)-7-hydroxy-3,4,6,8,9,9a-hexahydro-1H-pyrido[1,2-a]pyrazin-2-yl]methanone ClC1=C(C=CC=C1N1CC2(COC2)C1)C(=O)N1C[C@@H]2N(CC1)C[C@](CC2)(O)C2=CC=C(C=C2)Cl |r|